tetraethylene glycol din-propyl ether C(CC)OCCOCCOCCOCCOCCC